[Si](C)(C)(C(C)(C)C)OCC(C)(C)C1=NOC(=C1)NC(N)=O 3-(3-(1-((tert-butyldimethylsilyl)oxy)-2-methylpropan-2-yl)isoxazol-5-yl)urea